C(C)S(=O)(=O)C=1C(=NC=C(C1)C1=CC=C(C=C1)OC(F)(F)F)C1=CC=NC=2N1N=C(C2)C(F)(F)F 7-(3-(ethylsulfonyl)-5-(4-(trifluoromethoxy)phenyl)pyridin-2-yl)-2-(trifluoromethyl)pyrazolo[1,5-a]pyrimidine